4-fluoro-N-((S)-4-methyl-1-oxo-1-(((S)-3-oxo-1-((S)-2-oxopyrrolidin-3-yl)-4-(2,3,5,6-tetrafluorophenoxy)butan-2-yl)amino)pentan-2-yl)-1H-indole-2-carboxamide FC1=C2C=C(NC2=CC=C1)C(=O)N[C@H](C(N[C@@H](C[C@H]1C(NCC1)=O)C(COC1=C(C(=CC(=C1F)F)F)F)=O)=O)CC(C)C